FC1=C(CN2N=C(C=CC2=O)C=2C=NC(=NC2)OCC(F)(F)F)C=CC(=C1)F 2-(2,4-difluorobenzyl)-6-(2-(2,2,2-trifluoroethoxy)pyrimidin-5-yl)pyridazin-3(2H)-one